C1(CC1)C1=CC(=CC(=N1)N1C=NC2=C(C1=O)NC(=C2)C2CNCC2)C2=C(C=C(C=C2)F)C(=O)N2CC(C2)F 3-[6-cyclopropyl-4-[4-fluoro-2-(3-fluoroazetidine-1-carbonyl)phenyl]pyridin-2-yl]-6-pyrrolidin-3-yl-5H-pyrrolo[3,2-d]pyrimidin-4-one